C(C)OC(=O)C1=C(C2=C(C(O1)=O)C=CS2)C2=C(C=C(C=C2)F)OCCOC 7-[4-fluoro-2-(2-methoxyethoxy)phenyl]-4-oxo-thieno[3,2-c]pyran-6-carboxylic acid ethyl ester